trifluoro[(4-methylpiperazin-1-yl)methyl]Potassium borate B(O)(O)O.FC1C(N(CCN1C)C[K])(F)F